2-methyl-2-propenoic acid, 2,5-dihydroxypentyl ester CC(C(=O)OCC(CCCO)O)=C